C(C)(C)(C)OC(=O)N1CC=2N=C(N=C(C2C1)N1CCC1)Cl 4-azetidin-1-yl-2-chloro-5,7-dihydro-pyrrolo[3,4-d]pyrimidine-6-carboxylic acid tert-butyl ester